FC1=C(C=CC=C1)C1=CC(=CN1S(=O)(=O)C1=CC(=CC=C1)OCCCOC)CNC 1-[5-(2-fluoro-phenyl)-1-{[3-(3-methoxypropoxy)phenyl]sulfonyl}-1H-pyrrole-3-yl]-N-methylmethylamine